6,7-difluoro-N-[(3-fluorophenyl)-methyl]-2-methoxy-4-methyl-quinoline-3-carboxylic acid amide FC=1C=C2C(=C(C(=NC2=CC1F)OC)C(=O)NCC1=CC(=CC=C1)F)C